(1R)-2-amino-1-[2-[4-chloro-2-(2-methyl-5-pyridin-2-ylpyrazol-3-yl)oxyphenyl]pyrimidin-5-yl]ethanol NC[C@H](O)C=1C=NC(=NC1)C1=C(C=C(C=C1)Cl)OC=1N(N=C(C1)C1=NC=CC=C1)C